benzoThieno[3,2-b]thiophene S1C2=C(C=C1)SC1=C2C=CC=C1